C1(=CC=CC=C1)S(=O)(=O)NC(CC1=CC(=CC=C1)C#N)C=1SC2=C(N1)C=CC(=C2)OC2CN(C2)C(=O)OC(C)(C)C tert-butyl 3-[[2-[1-(benzenesulfonamido)-2-(3-cyanophenyl)ethyl]-1,3-benzothiazol-6-yl]oxy]azetidine-1-carboxylate